(R)-3-(1-(4-fluorophenyl)ethyl)-N-(2-(pyrrolidin-1-yl)ethyl)pyrazin-2-amine FC1=CC=C(C=C1)[C@@H](C)C=1C(=NC=CN1)NCCN1CCCC1